NC=1C(NC2=CC=C(C=C2C1C1=CC=C2C=NNC2=C1)Cl)=O 3-amino-6-chloro-4-(1H-indazol-6-yl)-1H-quinolin-2-one